CN(CCNC1=NC(=NC(=N1)N)C1=CC=CC=C1)C (2-(dimethylamino)ethyl)-6-phenyl-1,3,5-triazine-2,4-diamine